ClC1=C(C=CC(=C1)N1CC2C(C2C1)(F)F)CN1C=NC(=C1)C(=O)OCC Ethyl 1-[(2-chloro-4-{6,6-difluoro-3-azabicyclo[3.1.0]hex-3-yl} phenyl) methyl]-1H-imidazole-4-carboxylate